COC=1C=C(CCNC(C)(C)C)C=C(C1)OC N-(3,5-dimethoxyphenethyl)-2-methyl-propane-2-amine